chloro-N-methoxy-N-methylacetamide ClCC(=O)N(C)OC